ClC1=CC=C(C=C1)N1N=C(C=C1C1=CC(=CC(=C1)CO[C@@H](C(F)(F)F)C)F)NC(=O)[C@@H]1CNC(C1)=O (S)-5-oxopyrrolidine-3-carboxylic acid {1-(4-chlorophenyl)-5-[3-fluoro-5-((R)-2,2,2-trifluoro-1-methylethoxymethyl)phenyl]-1H-pyrazol-3-yl}amide